sodium (E)-1,4-diethoxy-1,4-dioxobut-2-en-2-olate C(C)OC(/C(=C\C(=O)OCC)/[O-])=O.[Na+]